N1=CN=C(C2=C1NC=C2)N2CCN(CC2)CC(COC2=C(C=C(C=C2Cl)Cl)Cl)O (4-(7H-pyrrolo[2,3-d]pyrimidin-4-yl)piperazin-1-yl)-3-(2,4,6-trichlorophenoxy)propan-2-ol